(3R,4R)-4-((5-fluoro-7-isopropylpyrrolo[2,1-f][1,2,4]triazin-2-yl)amino)-1-(methylsulfonyl)piperidin-3-ol FC=1C=C(N2N=C(N=CC21)N[C@H]2[C@@H](CN(CC2)S(=O)(=O)C)O)C(C)C